amylmethacrylate C(CCCC)OC(C(=C)C)=O